1-(3-ethyl-4-phenoxyphenyl)-3-phenyl-1,3,5-triazinane-2,4,6-trione C(C)C=1C=C(C=CC1OC1=CC=CC=C1)N1C(N(C(NC1=O)=O)C1=CC=CC=C1)=O